rac-(1S*,2S*)-N-(5-((4-((1H-pyrazol-1-yl)methyl)benzyl)oxy)pyridazin-3-yl)-2-(5-chloropyridin-3-yl)cyclopropane N1(N=CC=C1)CC1=CC=C(COC=2C=C(N=NC2)N2CC(=CC(=C2)Cl)C2CC2)C=C1